tert-butyl 4-((7-(4-cyanophenyl)-2,2-difluoro-8-azaspiro[4.5]dec-8-yl) methyl)-5-methoxy-7-methyl-1H-indole-1-carboxylate C(#N)C1=CC=C(C=C1)C1CC2(CCC(C2)(F)F)CCN1CC1=C2C=CN(C2=C(C=C1OC)C)C(=O)OC(C)(C)C